tert-butyl 4-{1-[(N-cyclopropyl{[(methoxycarbonylmethyl)carbamoyl]methyl}carbamoyl)methyl]-5'-fluoro-1'-methyl-1H,1'H-4,6'-biindazolyl-3-yl}-1-piperidinecarboxylate C1(CC1)N(C(=O)CN1N=C(C=2C(=CC=CC12)C1=C(C=C2C=NN(C2=C1)C)F)C1CCN(CC1)C(=O)OC(C)(C)C)CC(NCC(=O)OC)=O